C(C)N1C(NC(=CC1=O)N1[C@H](C2=CC(=CC=C2CC1)F)C)=O (S)-3-ethyl-6-(7-fluoro-1-methyl-3,4-dihydroisoquinolin-2(1H)-yl)pyrimidine-2,4(1H,3H)-dione